(2-(5-fluoro-6-(4,7-diazaspiro[2.5]octan-7-yl)pyridin-2-yl)-1,6-naphthyridin-7-yl)methanamine FC=1C=CC(=NC1N1CCNC2(CC2)C1)C1=NC2=CC(=NC=C2C=C1)CN